(6S)-spiro[4,6-dihydro-cyclopenta[d]thiazol-5,4'-piperidin]-6-amine hydrochloride Cl.N1CCC2(CC1)[C@@H](C1=C(N=CS1)C2)N